C(#N)C=1C=CN=NC1 5-cyanopyridazin